Z-11-hexadecenoic acid C(CCCCCCCCC\C=C/CCCC)(=O)O